4,4'-methylenebis[2-allylphenol] C(C1=CC(=C(C=C1)O)CC=C)C1=CC(=C(C=C1)O)CC=C